C(C)OC(CN1C2=C(C=C1C(=O)OCC)CCC2)OCC ethyl 1-(2,2-diethoxyethyl)-1,4,5,6-tetrahydrocyclopenta[b]pyrrole-2-carboxylate